C(C)OC(=O)[C@@H]1CN(CC[C@@H]1N[C@@H](C)C1=CC=CC=C1)C(=O)OC(C)(C)C (3R,4S)-4-((S)-1-phenyl-ethylamino)-piperidine-1,3-dicarboxylic acid 1-tert-butyl 3-ethyl ester